5-(trifluoromethyl)furan-2-carbaldehyde FC(C1=CC=C(O1)C=O)(F)F